hydroxyethyliminophenol OCCN=C1C(C=CC=C1)O